[Na].[Na].[Na].[Na].[Na].NCCNCCN diethylenetriamine pentasodium